5-(6-(4,4-difluoropiperidine-1-carbonyl)-3H-[1,2,3]triazolo[4,5-b]pyridin-3-yl)pyridineamide FC1(CCN(CC1)C(=O)C=1C=C2C(=NC1)N(N=N2)C=2C=CC(=NC2)C(=O)N)F